2-(methylthio)-4-(1H-pyrazol-1-yl)-6-(thiophen-2-yl)pyrimidine CSC1=NC(=CC(=N1)N1N=CC=C1)C=1SC=CC1